NC1=NC(=C2N=CN(C2=N1)CC(=O)NC1=CC(=NN1CC)C)NCCOC 2-(2-amino-6-((2-methoxyethyl)amino)-9H-purin-9-yl)-N-(1-ethyl-3-methyl-1H-pyrazol-5-yl)acetamide